NC1=CC=CC(=N1)S(=O)(=O)NC(=O)C=1C(=NC(=CC1)N1CCOCC1)OC1=C(C=C(C=C1C)C)C N-[(6-Amino-2-pyridyl)sulfonyl]-6-morpholino-2-(2,4,6-trimethylphenoxy)pyridin-3-carboxamid